N1=CC(=C2COCCCN21)N2N=CC(=C2)S(=O)(=O)NC=2C(=CC=C1C=NN(C21)C)OC 1-(7,8-DIHYDRO-4H,6H-PYRAZOLO[5,1-C][1,4]OXAZEPIN-3-YL)-N-(6-METHOXY-1-METHYL-1H-INDAZOL-7-YL)-1H-PYRAZOLE-4-SULFONAMIDE